1,7-dibromo-9-isopropyl-5,5-dimethyl-4,5-dihydro-3H-benzo[cd]pyrene BrC1=CC2=C3C(=CC4=C(C=C(C5=CC=C1C3=C45)C(C)C)Br)C(CC2)(C)C